sodium N-[3-(trifluoromethyl)phenyl]sulfonamide FC(C=1C=C(C=CC1)NS(=O)=O)(F)F.[Na]